C(OC1=CC=C(C=C1)[N+](=O)[O-])(OCC1(CC1)C(F)(F)F)=O 4-nitrophenyl ((1-(trifluoromethyl) cyclopropyl) methyl) carbonate